ClC=1C=C(C(=NC1)NC(CO)(C)C)C=1OC=CN1 2-((5-chloro-3-(oxazol-2-yl)pyridin-2-yl)amino)-2-methylpropan-1-ol